(4-(5-chlorooxazolo[4,5-b]pyridin-2-yl)piperazin-1-yl)(4-(5-neopentyl-1,2,4-oxadiazol-3-yl)phenyl)methanone ClC1=CC=C2C(=N1)N=C(O2)N2CCN(CC2)C(=O)C2=CC=C(C=C2)C2=NOC(=N2)CC(C)(C)C